(R)-cyclopropyl-(4-(4-((1-(3-(difluoromethyl)-2-fluorophenyl)ethyl)amino)-2-methyl-8,9-dihydrofuro[2,3-h]quinazolin-6-yl)-4-hydroxypiperidin-1-yl)methanone C1(CC1)C(=O)N1CCC(CC1)(O)C=1C=C2C(=NC(=NC2=C2C1OCC2)C)N[C@H](C)C2=C(C(=CC=C2)C(F)F)F